C1(CC1)N1N=CC(=C1)N(S(=O)(=O)NC(=O)NC1=C(SC(=C1)C)C1CC1)[C@@H]1CN(CCC1)C 1-[(1-Cyclopropyl-1H-pyrazol-4-yl)[(3S)-1-methylpiperidin-3-yl]sulfamoyl]-3-(2-cyclopropyl-5-methylthiophen-3-yl)urea